NC1=CC(=C(C=C1)C(=O)C=1NC=2C=C(C3=C(C2C1)C=CC=C3)OC)F (4-Amino-2-fluoro-phenyl)-(5-meth-oxy-3H-benzo[e]indol-2-yl)-methanone